ClC=1C(N(N=CC1N(C)C)CC1=CC=C(C=C1)OC)=O 4-chloro-5-(dimethylamino)-2-(4-methoxybenzyl)pyridazin-3(2H)-one